4-(benzo[b]thiophen-3-yl)-2-methyl-5-oxo-4,5,6,8-tetrahydro-1H-pyrano[3,4-b]pyridine-3-carboxylic acid methyl ester COC(=O)C=1C(C2=C(NC1C)COCC2=O)C=2C1=C(SC2)C=CC=C1